5-(((1S,2S)-2-(((3,3-difluorocyclobutyl)methyl)amino)cyclohexyl)(methyl)amino)-2-(2,6-dioxopiperidin-3-yl)isoindoline-1,3-dione FC1(CC(C1)CN[C@@H]1[C@H](CCCC1)N(C=1C=C2C(N(C(C2=CC1)=O)C1C(NC(CC1)=O)=O)=O)C)F